CON=C(C)C(=CC=1OC=CC1)C 4-(furan-2-yl)-3-methyl-3-buten-2-one O-methyloxime